N1=C(C=CC=C1)C=1N=C(SC1)NC=1C=C2C(=CN1)NC=C2 4-(pyridin-2-yl)-N-(1H-pyrrolo[2,3-c]pyridin-5-yl)thiazol-2-amine